C(C)(C)(C)OC(N(CC1=C(C=CC2=CC=CC=C12)OCC1=CC=C(C=C1)F)CCCCBr)=O (4-bromobutyl)((2-((4-fluorobenzyl)oxy)naphthalene-1-yl)methyl)carbamic acid tert-butyl ester